CC1=C2C=CC=NC2=C(C=C1)S(=O)(=O)[O-].[Na+] sodium 5-methyl-8-quinolinesulfonate